SCCC1C(NC(C(N1)=O)CCS)=O 3,6-bis(2-mercaptoethyl)-2,5-piperazinedione